2-(4'-(5-((((4-fluorobenzyl)oxy)carbonyl)amino)-4-methyl-1H-1,2,3-triazol-1-yl)-[1,1'-biphenyl]-4-yl)acetic acid FC1=CC=C(COC(=O)NC2=C(N=NN2C2=CC=C(C=C2)C2=CC=C(C=C2)CC(=O)O)C)C=C1